1-(2-hydroxyethyl)-piperazine OCCN1CCNCC1